Cl.C(C)OC([C@@H](C[C@@H](CC1=CC=C(C=C1)C1=CC=CC=C1)N)C)=O (2r,4s)-5-([1,1-biphenyl]-4-yl)-4-amino-2-methylpentanoic acid ethyl ester hydrochloride